(S)-3-(benzofuran-7-yloxy)-N,N-dimethyl-3-(thiophen-2-yl)propan-1-amine O1C=CC2=C1C(=CC=C2)O[C@@H](CCN(C)C)C=2SC=CC2